C[C@@H]1CC[C@H](NC1)C1=CC=2C(=NNC2)S1 5-[(2S,5R)-5-methyl-2-piperidyl]-2H-thieno[2,3-c]pyrazole